1-({5-[(4-bromo-2-chlorophenyl)amino]-4-fluoro-1-methyl-1H-benzimidazol-6-yl}carbonyl)-3-[(2S)-piperidin-2-yl]azetidin-3-ol BrC1=CC(=C(C=C1)NC1=C(C2=C(N(C=N2)C)C=C1C(=O)N1CC(C1)(O)[C@H]1NCCCC1)F)Cl